ClC1=C(C=CC=C1)C1=CC=C(O1)/C=C/C(=O)O (E)-3-[5-(2-chlorophenyl)furan-2-yl]prop-2-enoic acid